methyl 2-((tert-butoxycarbonyl)amino)-5-(2-fluoro-3-methoxyphenyl)-4-methylthiophene-3-carboxylate C(C)(C)(C)OC(=O)NC=1SC(=C(C1C(=O)OC)C)C1=C(C(=CC=C1)OC)F